Tert-butyl-(6-((4-methoxy-3-nitrophenoxyethoxy) methyl) pyridin-2-yl) carbamate C(N)(OC1=NC(=CC=C1C(C)(C)C)COCCOC1=CC(=C(C=C1)OC)[N+](=O)[O-])=O